N-[5-chloro-7-(3-methylbutan-2-yl)imidazo[4,3-f][1,2,4]triazin-2-yl]-3-fluoro-1-methanesulfonylpiperidin-4-amine ClC=1N=C(N2N=C(N=CC21)NC2C(CN(CC2)S(=O)(=O)C)F)C(C)C(C)C